NC=1C(=NC(=CN1)C1=CC(=C2CCN(CC2=C1)C)NC1CC1)N1N=CC(=C1)C(=O)N(C)C 1-(3-amino-6-(5-(cyclopropylamino)-2-methyl-1,2,3,4-tetrahydroisoquinolin-7-yl)pyrazin-2-yl)-N,N-dimethyl-1H-pyrazole-4-carboxamide